FC1=CC2=C(NC(=N2)CNC2=NC(=NC=3N2N=CC3C3=CSC=C3)N3CCOCC3)C=C1F N-((5,6-difluoro-1H-benzo[d]imidazol-2-yl)methyl)-2-morpholino-8-(thiophen-3-yl)pyrazolo[1,5-a][1,3,5]triazin-4-amine